(2S,11aR)-6-(cyclopropylmethoxy)-8-methyl-2-((2-oxo-1,2,3,4-tetrahydroquinolin-8-yl)oxy)-2,3,11,11a-tetrahydro-1H,5H-benzo[f]pyrrolo[2,1-c][1,4]oxazepin-5-one C1(CC1)COC1=CC(=CC2=C1C(N1[C@@H](CO2)C[C@@H](C1)OC=1C=CC=C2CCC(NC12)=O)=O)C